N1(N=NC2=C1C=CC=C2)CN(C)C 1-(1H-benzo[d][1,2,3]triazol-1-yl)-N,N-dimethylmethylamine